ClC=1C=CC2=C(C(CC(O2)C(=O)N[C@H]2CO[C@@H](CC2)C(=O)N2CC(C2)OC2=CC=C(C=C2)Cl)O)C1 |r| 6-chloro-N-{rac-(3R,6S)-6-[3-(4-chlorophenoxy)azetidine-1-carbonyl]oxan-3-yl}-4-hydroxy-3,4-dihydro-2H-1-benzopyran-2-carboxamide